cis-(1S,2R)-3-iodo-3,5-cyclohexanediEn-1,2-diol IC=1[C@@H]([C@H](C=CC1)O)O